4-((R)-3-((cyclopropylmethyl)amino)piperidin-1-yl)-1-(1-(4-(6-(dimethylamino)pyrazin-2-yl)-1H-imidazol-1-yl)ethyl)pyridin-2(1H)-one C1(CC1)CN[C@H]1CN(CCC1)C1=CC(N(C=C1)C(C)N1C=NC(=C1)C1=NC(=CN=C1)N(C)C)=O